monocalcium bis[(3R,5S,6E)-7-(2-cyclopropyl-4-(4-fluorophenyl)-3-quinolyl)-3,5-dihydroxy-6-heptenoate] C1(CC1)C1=NC2=CC=CC=C2C(=C1/C=C/[C@H](C[C@H](CC(=O)[O-])O)O)C1=CC=C(C=C1)F.C1(CC1)C1=NC2=CC=CC=C2C(=C1/C=C/[C@H](C[C@H](CC(=O)[O-])O)O)C1=CC=C(C=C1)F.[Ca+2]